(2S,2'R,3'S,5'R)-1-methyl-2-(2-methyl-1,3-oxathiolan-5-yl)pyrrolidine CN1[C@@H](CCC1)C1CSC(O1)C